N-(5-((2-(cyclobutylamino)ethyl)carbamoyl)-2-methylpyridin-3-yl)-2-(5,6-dihydro-4H-pyrrolo[1,2-b]pyrazol-3-yl)pyrazolo[5,1-b]thiazole-7-carboxamide C1(CCC1)NCCNC(=O)C=1C=C(C(=NC1)C)NC(=O)C=1C=NN2C1SC(=C2)C2=C1N(N=C2)CCC1